2,4-Dimethoxyphenylphosphin COC1=C(C=CC(=C1)OC)P